2-[2-(4-chloro-2-fluorophenyl)-2,6-diazaspiro[3.4]octan-6-yl]aniline ClC1=CC(=C(C=C1)N1CC2(C1)CN(CC2)C2=C(N)C=CC=C2)F